(5-((4-ethylpiperazin-1-yl)methyl)pyridin-2-yl)-2-(4-ethylpiperazin-1-carbonyl)benzamide 4-((2-chlorobenzyl)oxy)phenyl-sulfurofluoridate ClC1=C(COC2=CC=C(C=C2)OS(=O)(=O)F)C=CC=C1.C(C)N1CCN(CC1)CC=1C=CC(=NC1)C=1C(=C(C(=O)N)C=CC1)C(=O)N1CCN(CC1)CC